NCCOC(CN1C(=NC=2C(=NC=3C=C(C=CC3C21)CC2=CC=C(C=C2)CCN2CCCC2)N)COCC)(C)C 1-(2-(2-aminoethoxy)-2-methylpropyl)-2-(ethoxymethyl)-7-(4-(2-(pyrrolidin-1-yl)ethyl)benzyl)-1H-imidazo[4,5-C]quinolin-4-amine